2-(benzyloxy)-5-(2-fluoropyridin-4-yl)-N-(pyridin-3-yl)benzamide C(C1=CC=CC=C1)OC1=C(C(=O)NC=2C=NC=CC2)C=C(C=C1)C1=CC(=NC=C1)F